FC=1C=C(C=CC1)S(=O)(=O)NC=1C=C2C(=NNC2=CC1)\C=C\C1=NC=CC=C1 (E)-3-fluoro-N-(3-(2-(pyridin-2-yl)vinyl)-1H-indazol-5-yl)benzenesulfonamide